5-(1-(2,2-difluoroethyl)-2-methyl-1H-benzo[d]imidazol-6-yl)-6-fluoro-4-methoxy-N-(1-(oxetan-3-yl)piperidin-4-yl)pyrrolo[2,1-f][1,2,4]triazin-2-amine FC(CN1C(=NC2=C1C=C(C=C2)C=2C(=CN1N=C(N=C(C12)OC)NC1CCN(CC1)C1COC1)F)C)F